4-((2,2-difluoroethyl)amino)-1-phenyl-7-(trifluoromethyl)pyrido[2,3-d]pyrimidin-2(1H)-one FC(CNC=1C2=C(N(C(N1)=O)C1=CC=CC=C1)N=C(C=C2)C(F)(F)F)F